BrC1=CC=C(OC2=CC=C(C=C2)C(C(=O)N)C=O)C=C1 (4-(4-bromophenoxy)phenyl)-3-oxopropanamide